3-Difluoromethylthio-4-PHENYLPYRIDINE FC(SC=1C=NC=CC1C1=CC=CC=C1)F